FC(OC1=C(C=CC(=C1)C(F)(F)F)C=1C=2N(C(NN1)=O)C=CC2)F 1-(2-(difluoromethoxy)-4-(trifluoromethyl)phenyl)pyrrolo[1,2-d][1,2,4]triazin-4(3H)-one